FC=1C(=NC=CC1)SC=1C=2N(C=C(C1)C=1C=NN(C1C)CC1CCNCC1)N=CC2C#N 4-((3-fluoropyridin-2-yl)thio)-6-(5-methyl-1-(piperidin-4-ylmethyl)-1H-pyrazol-4-yl)pyrazolo[1,5-a]pyridine-3-carbonitrile